6-(4-methoxypyrrolo[2,1-f][1,2,4]triazin-5-yl)-2-methyl-1-((3-methyl-1,2-thiazol-5-yl)methyl)-1H-imidazo[4,5-b]pyridine COC1=NC=NN2C1=C(C=C2)C=2C=C1C(=NC2)N=C(N1CC1=CC(=NS1)C)C